C(C=C)(=O)OCCCCCCOC(C=1C(C(=O)O)=CC(C(=O)O)=CC1)=O.ClC=1C=NN(C1CC1N(C(C2=CC=CC=C12)=O)CC#CC=1C=NN(C1)C)C 3-((4-chloro-1-methyl-1H-pyrazol-5-yl)methyl)-2-(3-(1-methyl-1H-pyrazol-4-yl)prop-2-yn-1-yl)isoindolin-1-one acryloyloxyhexyltrimellitate